C(C1=CC=CC=C1)OC1=NC(=CC=C1C1=NN(C2=C(C(=CC=C12)C=1CCN(CC1)C[C@@H]1[C@@H](CN(CC1)C(=O)OC(C)(C)C)F)F)C)OCC1=CC=CC=C1 tert-butyl (3S,4R)-4-[[4-[3-(2,6-dibenzyloxy-3-pyridyl)-7-fluoro-1-methyl-indazol-6-yl]-3,6-dihydro-2H-pyridin-1-yl]methyl]-3-fluoro-piperidine-1-carboxylate